N1CCC(CC1)N1C(NC2=C1C=CC=C2N2CC=1NN=CC1C2)=O 1-(piperidin-4-yl)-4-{1H,4H,5H,6H-pyrrolo[3,4-c]pyrazol-5-yl}-2,3-dihydro-1H-1,3-benzodiazol-2-one